ClC1=NC(=CC=C1C(=O)NS(=O)(=O)C1=NN(C=C1)CCCC1CC(N(C1)C(=O)OC(C)(C)C)(C)C)N1N=C(C=C1)OCCCC1(CC1)C(F)(F)F tert-Butyl 4-[3-[3-[[2-chloro-6-[3-[3-[1-(trifluoromethyl)cyclopropyl] propoxy]pyrazol-1-yl]pyridine-3-carbonyl]sulfamoyl]pyrazol-1-yl]propyl]-2,2-dimethyl-pyrrolidine-1-carboxylate